2-((6-(4-fluorophenyl)-4-((1-(2-(trifluoromethyl)pyrimidin-5-yl)ethyl)amino)quinazolin-8-yl)oxy)acetate FC1=CC=C(C=C1)C=1C=C2C(=NC=NC2=C(C1)OCC(=O)[O-])NC(C)C=1C=NC(=NC1)C(F)(F)F